dibenzylidene-acetone C(C1=CC=CC=C1)=CC(=O)C=CC1=CC=CC=C1